C(C=C)(=O)N1[C@@H](C[C@H](CC1)N1C=NC=2C(=NC=3C(=C(C(=CC3C21)Cl)C=2C=NC=C(C2C)C)F)N2CC(C2)N(C)C)CC#N 2-((2S,4S)-1-acryloyl-4-(8-chloro-4-(3-(dimethylamino)azetidin-1-yl)-7-(4,5-dimethylpyridin-3-yl)-6-fluoro-1H-imidazo[4,5-c]quinolin-1-yl)piperidin-2-yl)acetonitrile